(+)-3-methoxy-17-methyl-9α,13α,14α-morphinan CN1CC[C@@]23CCCC[C@@H]2[C@@H]1CC4=C3C=C(C=C4)OC